1-(4-(6-chloro-8-fluoro-2-(2-hydroxyethoxy)-7-(3-hydroxy-naphthalen-1-yl)quinazolin-4-yl)piperazin-1-yl)prop-2-en-1-one ClC=1C=C2C(=NC(=NC2=C(C1C1=CC(=CC2=CC=CC=C12)O)F)OCCO)N1CCN(CC1)C(C=C)=O